CC=1N=C2N(C=C(C(=C2)C)C=2SC3=C(N2)SC(=C3)C3CCN(CC3)C(=O)OC(C)(C)C)C1 tert-butyl 4-(2-[2,7-dimethylimidazo[1,2-a]pyridin-6-yl]thieno[2,3-d][1,3]thiazol-5-yl)piperidine-1-carboxylate